ClC=1C=C(C(=NC1N1N=CC=N1)C)NC(=O)C=1C=NN(C1C(F)(F)F)C1=C2C(=CN=C1)SC=C2 N-(5-chloro-2-methyl-6-(2H-1,2,3-triazol-2-yl)pyridin-3-yl)-1-(thieno[2,3-c]pyridin-4-yl)-5-(trifluoromethyl)-1H-pyrazole-4-carboxamide